OC1=NC2=CC=CC=C2C(=C1)C1(CC1)C=1C(=C(C(=O)N)C=C(C1)OCC1N(CC1)C)C (1-(2-hydroxyquinolin-4-yl)cyclopropyl)-2-methyl-5-((1-methylazetidin-2-yl)methoxy)benzamide